[4'-(bromomethyl)biphenyl-2-yl]-1-trityl-tetrazole BrCC1=CC=C(C=C1)C1=C(C=CC=C1)C1=NN=NN1C(C1=CC=CC=C1)(C1=CC=CC=C1)C1=CC=CC=C1